CC(CC[C@@H](C(=O)[O-])NC(=O)C=1C=NC(=CC1)OC1=CC(=CC=C1)OC1CN(C1)C(NCCCOCCOCC#C)=O)(C)C (2S)-5,5-dimethyl-2-[[6-[3-[1-[3-(2-prop-2-ynoxyethoxy)propylcarbamoyl]azetidin-3-yl]oxyphenoxy]pyridine-3-carbonyl]amino]hexanoate